2-[(1Z)-1-({3-[(4-Tert-butylphenoxy)methyl]phenyl}methylidene)-5-fluoro-2-methyl-1H-inden-3-yl]acetic acid C(C)(C)(C)C1=CC=C(OCC=2C=C(C=CC2)\C=C/2\C(=C(C3=CC(=CC=C23)F)CC(=O)O)C)C=C1